C(N)(=O)N1N(CCCCCCCCNN1)C Carbamoyl-Methyl-tetraazaCyclododecane